1-azepin-1-yl-2-p-tolylethane-1,2-dione N1(C=CC=CC=C1)C(C(=O)C1=CC=C(C=C1)C)=O